COC1=C(C=CC(=C1)OC)CNC1=CN=NC2=CC(=CC=C12)C1=C(C=CC(=C1)B1OC(C(O1)(C)C)(C)C)NC(CC(C)C)=O N-[2-[4-[(2,4-dimethoxyphenyl)methylamino]cinnolin-7-yl]-4-(4,4,5,5-tetramethyl-1,3,2-dioxaborolan-2-yl)phenyl]-3-methylbutanamide